N-(2-(4,4-difluorocyclohexyl)-4-(2,5-difluorophenyl)pyridin-3-yl)-1-(difluoromethyl)-1H-pyrazole-4-carboxamide FC1(CCC(CC1)C1=NC=CC(=C1NC(=O)C=1C=NN(C1)C(F)F)C1=C(C=CC(=C1)F)F)F